N-(2,4-Dimethoxybenzyl)-5-ethyl-N-(5-(hydroxymethyl)benzo[d]isoxazol-3-yl)-2-methoxybenzenesulfonamide COC1=C(CN(S(=O)(=O)C2=C(C=CC(=C2)CC)OC)C2=NOC3=C2C=C(C=C3)CO)C=CC(=C1)OC